(3-methyl-2-butenyl)-N-(4-(1-isopropyl-1H-pyrazol-4-yl)5-methylpyrimidin-2-yl)-1,2,3,4-tetrahydroisoquinolin-6-amine CC(=CCC1NCCC2=CC(=CC=C12)NC1=NC=C(C(=N1)C=1C=NN(C1)C(C)C)C)C